NC1=NC(=C(C=2N1N=C(N2)CC2=C(C=CC=C2F)CN2C(NCC2=O)=O)C2=NC=NC=C2)C=2C=C(C#N)C=CC2 3-(5-amino-2-(2-((2,5-dioxo-imidazolidin-1-yl)methyl)-6-fluorobenzyl)-8-(pyrimidin-4-yl)-[1,2,4]triazolo[1,5-c]pyrimidin-7-yl)benzonitrile